C(C1=CC=CC=C1)OC1=NC(=CC=C1C1=NN(C2=C(C=CC=C12)N1CCC(CC1)CN1CCN(CCC1)C(=O)OC(C)(C)C)C)OCC1=CC=CC=C1 tert-butyl 4-((1-(3-(2,6-bis(benzyloxy) pyridin-3-yl)-1-methyl-1H-indazol-7-yl) piperidin-4-yl) methyl)-1,4-diazacycloheptane-1-carboxylate